ClC=1C(=C(OC=2N=NC=3CCCCC3C2C(=O)NCC(F)(F)C2=C(C=C(C=C2)C)Cl)C=CC1)F 3-(3-chloro-2-fluoro-phenoxy)-N-[2-(2-chloro-4-methyl-phenyl)-2,2-difluoro-ethyl]-5,6,7,8-Tetrahydrocinnoline-4-carboxamide